trans-1,2-Ethylenedicarboxylic acid dimethyl ester COC(=O)/C=C/C(=O)OC